N-(3,5-difluorobenzyl)-3-hydroxy-1-(1H-indol-5-yl)-2-oxopyrrolidine-3-carboxamide FC=1C=C(CNC(=O)C2(C(N(CC2)C=2C=C3C=CNC3=CC2)=O)O)C=C(C1)F